C(C)C(=CO)CCC1C(C(=CC1)C)(C)C 2-ethyl-4-(2',2',3'-trimethylcyclopent-3-enyl)butenol